(R)-N-(4-(3-((8-methoxy-7-(1H-pyrazol-4-yl)-[1,2,4]triazolo[1,5-c]pyrimidin-2-yl)amino)piperidine-1-carbonyl)phenyl)acrylamide COC=1C=2N(C=NC1C=1C=NNC1)N=C(N2)N[C@H]2CN(CCC2)C(=O)C2=CC=C(C=C2)NC(C=C)=O